4-((R)-1-(3-(difluoromethyl)-2-fluorophenyl)ethylamino)cinnoline FC(C=1C(=C(C=CC1)[C@@H](C)NC1=CN=NC2=CC=CC=C12)F)F